COC=1C=C(C=CC1OC)NC(=O)C1(CCCC1)NC(CCN1C=NC=C1NC)=O N-(3,4-dimethoxyphenyl)-1-(3-(5-(methylamino)-1H-imidazol-1-yl)propionamido)cyclopentane-1-carboxamide